B1CCCCCCC2=C1C=CC=C2 benzoboronane